CN1C[C@H](C=C2C3=C4C(C[C@@H]12)=CNC4=CC=C3)C(=O)N[C@H](C)CCC (6aR,9S)-7-methyl-N-((R)-pentan-2-yl)-4,6,6a,7,8,9-hexahydroindolo[4,3-fg]quinoline-9-carboxamide